3,5-dimethylphenylhydrazine hydrochloride Cl.CC=1C=C(C=C(C1)C)NN